methylvaleric acid anhydride CC(C(=O)OC(C(CCC)C)=O)CCC